[6-[4-[3-[(1R,2S)-4-(dimethylamino)-2-hydroxy-2-(1-naphthyl)-1-phenyl-butyl]-2-methoxy-6-quinolyl]butoxy]-6-oxo-hexyl]-triphenyl-phosphonium CN(CC[C@]([C@H](C1=CC=CC=C1)C=1C(=NC2=CC=C(C=C2C1)CCCCOC(CCCCC[P+](C1=CC=CC=C1)(C1=CC=CC=C1)C1=CC=CC=C1)=O)OC)(C1=CC=CC2=CC=CC=C12)O)C